[1,4]Oxaborole, potassium salt [K].O1C=CB=C1